(R)-8-(1-((benzyloxy)carbonyl)pyrrolidin-2-yl)-7H-purine-6-carboxylic acid methyl ester COC(=O)C1=C2NC(=NC2=NC=N1)[C@@H]1N(CCC1)C(=O)OCC1=CC=CC=C1